N-[7-(6-butanoyl-4-methylpyridin-3-yl)-2,6-naphthyridin-3-yl]cyclopropanecarboxamide C(CCC)(=O)C1=CC(=C(C=N1)C1=NC=C2C=C(N=CC2=C1)NC(=O)C1CC1)C